5-acetyl-3-(isoindolin-2-yl)-7-methylquinoxaline-2-carbonitrile C(C)(=O)C1=C2N=C(C(=NC2=CC(=C1)C)C#N)N1CC2=CC=CC=C2C1